1-(2-isopropoxyethyl)-4-(3-(2-methoxypyridin-3-yl)pyrazolo[1,5-a]pyrimidin-5-yl)pyridin-2(1H)-one C(C)(C)OCCN1C(C=C(C=C1)C1=NC=2N(C=C1)N=CC2C=2C(=NC=CC2)OC)=O